2-[(cyclopropylmethyl)amino]-5-[5-(1H-indazol-5-yl)-1,3,4-oxadiazol-2-yl]benzonitrile C1(CC1)CNC1=C(C#N)C=C(C=C1)C=1OC(=NN1)C=1C=C2C=NNC2=CC1